C1(CCCC1)OP1(OC[C@@]2([C@@H](O1)[C@@]1(SCC1)[C@@H](O2)N2C(NC(C=C2)=O)=O)F)=O 1-((2'R,4aS,6R,7aR)-2-(cyclopentyloxy)-4a-fluoro-2-oxotetrahydrospiro[furo[3,2-d][1,3,2]dioxaphosphinine-7,2'-thietane]-6-yl)pyrimidine-2,4(1H,3H)-dione